(E)-N'-(1-(Quinolin-2-yl)ethylidene)picolinohydrazide N1=C(C=CC2=CC=CC=C12)\C(\C)=N\NC(C1=NC=CC=C1)=O